N-methoxy-3-(p-tolyl)propionamide CONC(CCC1=CC=C(C=C1)C)=O